COC(C[C@@]1(C(C2=CC=CC=C2CC1)=O)CCCC(=O)OC)=O methyl (R)-4-(2-(2-methoxy-2-oxoethyl)-1-oxo-1,2,3,4-tetrahydronaphthalen-2-yl)butanoate